BrC1=C(C(=C(C=C1)N1[C@H](CN(CC1)C(=O)N1CCCC1)C)F)F (S)-(4-(4-bromo-2,3-difluorophenyl)-3-Methylpiperazin-1-yl)(pyrrolidin-1-yl)methanone